N[C@@H](CC#N)CC1=C(C2=NC(=CC(=C2S1)NCC=1SC=CC1)Cl)Cl (3S)-3-amino-4-(3,5-dichloro-7-{[(thiophen-2-yl)methyl]amino}thieno[3,2-b]pyridin-2-yl)butanenitrile